FC=1C=C(C=CC1)NC(=O)C=1N=C2N(C=C(C=C2)C2=NOC(=N2)C(F)(F)F)C1 N-(3-fluorophenyl)-6-(5-(trifluoromethyl)-1,2,4-oxadiazol-3-yl)imidazo[1,2-a]pyridine-2-carboxamide